(3,5-dimethyl-1H-pyrazole) dithioformate C(=S)S.CC1=NNC(=C1)C